C(C)(=O)C1=C(C=CC=C1)NC(C=1C=NC=CC1)=O N-(2-acetylphenyl)-3-picolinamide